2-(2'-hydroxy-3',5'-di-tert-pentylphenyl)-benzotriazole OC1=C(C=C(C=C1C(C)(C)CC)C(C)(C)CC)N1N=C2C(=N1)C=CC=C2